[Si](C)(C)(C(C)(C)C)OC1=CC2=C(C(=NO2)N)C(=C1)OC 6-((tert-Butyldimethylsilyl)oxy)-4-methoxybenzo[d]isoxazol-3-amine